FC1(CN(CC1)C(=O)C1=C(C(=CC=C1)F)CNC(C1=C(C(=CC(=C1)C=1C=CC=2N(N1)C=C(N2)NC(C)=O)F)C)=O)F N-{[2-(3,3-difluoropyrrolidine-1-carbonyl)-6-fluorophenyl]methyl}-5-{2-acetamidoimidazo[1,2-b]pyridazin-6-yl}-3-fluoro-2-methylbenzamide